FC=1C=CC=C2C(=C(NC12)C1=CC=C(C=C1)F)C1=NN=C(O1)NC1C(NCC1)=O 3-({5-[7-fluoro-2-(4-fluorophenyl)-1H-indol-3-yl]-1,3,4-oxadiazol-2-yl}amino)pyrrolidin-2-one